1-((1s,4s)-4-(Hydroxymethyl)cyclohexyl)-6-(4-hydroxyphenyl)-1H-imidazo[4,5-b]pyrazin OCC1CCC(CC1)N1C=NC=2C1=NC(=CN2)C2=CC=C(C=C2)O